7-(4-bromobutoxy)-2H-benzopyran-2-one BrCCCCOC1=CC2=C(C=CC(O2)=O)C=C1